N-Methyl-5-[[1-[2-oxo-2-[(2S)-2-cyanopyrrolidin-1-yl]ethyl]-4-piperidyl]amino]chinolin-8-carboxamid CNC(=O)C=1C=CC(=C2C=CC=NC12)NC1CCN(CC1)CC(N1[C@@H](CCC1)C#N)=O